CC(COC=1C=C(C=CC1I)N1C(=NOC1=S)C1=NC=C(N=C1)OC)COC(C=CC)=O 4-(3-(2-methyl-3-butenoyloxypropoxy)-4-iodophenyl)-3-(5-methoxy-2-pyrazinyl)-1,2,4-oxadiazole-5-thione